C(#N)C1=CC=C(OC(C(=O)NC=2SC3=C(N2)C=C(C(=C3)OC)OCC)C3=CC=C(C=C3)S(=O)(=O)CC)C=C1 2-(4-Cyano-phenoxy)-2-(4-ethanesulfonyl-phenyl)-N-(5-ethoxy-6-methoxy-benzothiazol-2-yl)-acetamide